OC1(CC(C1)NC(OC(C)(C)C)=O)C tert-Butyl (1s,3s)-3-hydroxy-3-methylcyclobutylcarbamate